Fluorospiro[imidazolidine-4,4'-isochroman] FC1OCC2(C3=CC=CC=C13)NCNC2